BrC=1C=NC(=NC1)NCC(=O)OC(C)(C)C t-butyl [(5-bromopyrimidin-2-yl)amino]acetate